COC=1C=C2CCN(CC2=CC1NC1=NC=C(C(=N1)NC1=C(C=CC=C1)OC)C(=O)N)C 2-[(6-methoxy-2-methyl-1,2,3,4-tetrahydroisoquinolin-7-yl)amino]-4-[(2-methoxyphenyl)amino]pyrimidine-5-carboxamide